C(=C)C=1C=CC=2N(C3=CC=CC=C3SC2C1)C 3-vinyl-N-methylphenothiazine